C(C)C1=NN(C(=C1)C(=O)N(C)OC)C 3-ethyl-N-methoxy-N,1-dimethyl-1H-pyrazole-5-carboxamide